C(=C)(C)[C@H]1C[C@]2([C@H](CC[C@H]2[C@H](CC1)C)C)O (3S,3aR,5R,8S,8aS)-5-isopropenyl-3,8-dimethyloctahydro-3a(1H)-azulenol